2,6-dichlorobenzoxazole ClC=1OC2=C(N1)C=CC(=C2)Cl